C(C)OC(C1=C(C(=CC=C1C=1N=NN=NC1C=C)C)C)=O di-methyl-vinyl-tetrazineBenzoic Acid Ethyl Ester